6-(4-([1,1'-biphenyl]-4-ylmethyl)-2,5-dichlorothiophene-3-carboxamido)spiro[3.3]heptane-2-carboxylic acid C1(=CC=C(C=C1)CC=1C(=C(SC1Cl)Cl)C(=O)NC1CC2(CC(C2)C(=O)O)C1)C1=CC=CC=C1